C1(CC1)NC(=O)NC=1C=NN2C1N=C(C=C2)N2[C@H](C[C@H](C2)O)C2=C(C=CC(=C2)F)F 1-cyclopropyl-3-(5-((2R,4R)-2-(2,5-difluorophenyl)-4-hydroxypyrrolidin-1-yl)pyrazolo[1,5-a]pyrimidin-3-yl)urea